2-((3-(6,6,8,8,8-pentafluorooctyl)-1,2,4-oxadiazol-5-yl)methyl)acrylic acid FC(CCCCCC1=NOC(=N1)CC(C(=O)O)=C)(CC(F)(F)F)F